methyl (2S,4R)-N-(tert-butoxycarbonyl)-4-hydroxy-2-pyrrolidinecarboxylate C(C)(C)(C)OC(=O)N1[C@@H](C[C@H](C1)O)C(=O)OC